(-)-1-[(2R,5S)-2-(hydroxymethyl)-1,3-oxathiolan-5-yl]cytosine C1[C@H](O[C@H](S1)CO)N2C=CC(=NC2=O)N